C(=O)O.ClC=1C(=C2C=NNC2=C(C1F)NC(C)C)C=1N=CC=2N(C1)C=C(N2)NC(=O)N2CCN(CC2)C N-(6-(5-chloro-6-fluoro-7-(isopropylamino)-1H-indazol-4-yl)imidazo[1,2-a]pyrazin-2-yl)-4-methylpiperazine-1-carboxamide formate salt